CN1N=CC(=C1)C(=O)NC(CCC(C(=O)N)=O)C(=O)N 5-(1-methyl-1H-pyrazole-4-carboxamido)-2-oxohexanediamide